CC1=NOC(=C1C=1C=C2C(=NC1)N(C=C2C2=C(C=C(C(=O)O)C=C2)OC(F)(F)F)C2CCS(CC2)(=O)=O)C 4-(5-(3,5-dimethylisoxazol-4-yl)-1-(1,1-dioxidotetrahydro-2H-thiopyran-4-yl)-1H-pyrrolo[2,3-b]pyridin-3-yl)-3-(trifluoromethoxy)benzoic acid